3-(4-(trifluoromethyl)-1H-pyrazol-1-yl)-1,4,5,7-tetrahydropyrano[3,4-c]pyrazole FC(C=1C=NN(C1)C=1C2=C(NN1)COCC2)(F)F